1,1-bis(4-(dipropylmethoxysilyl)phenyl)ethylene C(CC)[Si](C1=CC=C(C=C1)C(=C)C1=CC=C(C=C1)[Si](OC)(CCC)CCC)(OC)CCC